C(C)(C)C1C(CC(CC1)C)OC(=O)CCCC(=O)OCC Ethyl 4-((2-isopropyl-5-methylcyclohexyloxy)carbonyl)butanoate